1-Dodecyl-3-butylpiperidinium methansulfonat CS(=O)(=O)[O-].C(CCCCCCCCCCC)[NH+]1CC(CCC1)CCCC